O=CCSCCNC(=O)OCC (2-((2-oxoethyl)mercapto)ethyl)urethane